N1[C@@H](CC2=CC=CC=C12)C(=O)NCC(=O)NCC(=O)N1[C@@H](C2=CC=C(C=C2CC1)C)C(=O)N[C@@H](CC(=O)O)C=O (S)-3-((S)-2-(((S)-indoline-2-carbonyl)glycylglycyl)-6-methyl-1,2,3,4-tetrahydroisoquinolin-1-carboxamido)-4-oxobutanoic acid